2-(2-(4-(2-(6,7-Dimethoxy-3,4-dihydroisoquinolin-2(1H)-yl)ethyl)phenyl)-2H-tetrazol-5-yl)-4-(pyridin-4-ylmethoxy)aniline COC=1C=C2CCN(CC2=CC1OC)CCC1=CC=C(C=C1)N1N=C(N=N1)C1=C(N)C=CC(=C1)OCC1=CC=NC=C1